Methoxy-N-(6-(1-methyl-1H-pyrazol-4-yl)pyridin-2-yl)-2-morpholinooxazolo[4,5-b]pyridine-6-carboxamide COC1=C(C=C2C(=N1)N=C(O2)N2CCOCC2)C(=O)NC2=NC(=CC=C2)C=2C=NN(C2)C